ClC1=NC(=C(C=C1OCCCOC)OCC1=CC=C(C=C1)OC)I 2-Chloro-6-iodo-5-((4-methoxybenzyl)oxy)-3-(3-methoxypropoxy)pyridine